C1(CC1)CNC1=NC(=CC2=C1N=C(N=C2)SC)C2=C(C(=CC=C2)OC)F N-(cyclopropylmethyl)-6-(2-fluoro-3-methoxyphenyl)-2-(methylthio)pyrido[3,4-d]pyrimidine-8-amine